4-(((2Z)-5-(4-nitrobenzylidene)-4-oxo-3-phenylthiazolidin-2-ylidene)amino)benzenesulphonamide [N+](=O)([O-])C1=CC=C(C=C2C(N(/C(/S2)=N/C2=CC=C(C=C2)S(=O)(=O)N)C2=CC=CC=C2)=O)C=C1